FC(C)(F)C1=NC(=C(C(=N1)C)S(=O)(=O)N1CC2(C1)CN(C2)C2CCOCC2)C 2-[2-(1,1-difluoroethyl)-4,6-dimethylpyrimidin-5-yl]sulfonyl-6-(oxan-4-yl)-2,6-diazaspiro[3.3]heptane